Ethyl 6-chloro-1-(6-hydroxypyridin-3-yl)-4-oxo-7-{5H,7H-pyrrolo[3,4-b]-pyridin-6-yl}quinoline-3-carboxylate ClC=1C=C2C(C(=CN(C2=CC1N1CC2=NC=CC=C2C1)C=1C=NC(=CC1)O)C(=O)OCC)=O